phenyl-(trimethylsilyl)methanone C1(=CC=CC=C1)C(=O)[Si](C)(C)C